(R)-6-chloro-3-((1-(3,6-dimethyl-4-oxo-2-(4-(1-(pyridin-3-yl)-1H-pyrazol-3-yl)piperidin-1-yl)-3,4-dihydroquinazolin-8-yl)ethyl)amino)-N-(methylsulfonyl)picolinamide ClC1=CC=C(C(=N1)C(=O)NS(=O)(=O)C)N[C@H](C)C=1C=C(C=C2C(N(C(=NC12)N1CCC(CC1)C1=NN(C=C1)C=1C=NC=CC1)C)=O)C